N-isobutylpropane-1,3-diamine C(C(C)C)NCCCN